chloroserine ethyl ester C(C)OC([C@@H](NCl)CO)=O